2-((1s,4s)-4-((2-((2-(1-(Cyclopropylsulfonyl)-1H-pyrazol-4-yl)pyrimidin-4-yl)amino)-5-((4-(morpholinomethyl)phenyl)ethynyl)pyridin-4-yl)amino)cyclohexyl)propan-2-ol C1(CC1)S(=O)(=O)N1N=CC(=C1)C1=NC=CC(=N1)NC1=NC=C(C(=C1)NC1CCC(CC1)C(C)(C)O)C#CC1=CC=C(C=C1)CN1CCOCC1